C1(=CC=CC=C1)[S-].[Li+] lithium thiophenolate